3-(4-butoxyphenyl)-3-(4-methoxyphenyl)-6,7-dimethoxy-11-(4-trifluoromethylphenyl)-13,13-di-n-propyl-3H,13H-indeno[2',3':3,4]naphtho[1,2-b]pyran C(CCC)OC1=CC=C(C=C1)C1(C=CC2=C(O1)C=1C=C(C(=CC1C1=C2C(C2=CC(=CC=C21)C2=CC=C(C=C2)C(F)(F)F)(CCC)CCC)OC)OC)C2=CC=C(C=C2)OC